C1CCC12CNCC2 6-aza-spiro[3.4]octane